ClC1=C(C(=CC=C1F)F)NC(=O)C=1C(=NC(=NC1)NC1=CC(=C(C=C1)C1CCN(CC1)C)C)OC N-(2-chloro-3,6-difluorophenyl)-4-methoxy-2-((3-methyl-4-(1-methylpiperidin-4-yl)phenyl)amino)pyrimidine-5-carboxamide